O=C1NC(CCC1N1CC2=CC=CC(=C2C1=O)C1=CC(CC1)CNC(OC(C)(C)C)=O)=O tert-butyl ((3-(2-(2,6-dioxopiperidin-3-yl)-3-oxoisoindolin-4-yl)cyclopent-2-en-1-yl)methyl)carbamate